[N+](=O)([O-])C1=CC=C(OC(=O)OC(C)C)C=C1 2-(((4-nitrophenoxy)carbonyl)oxy)propane